FC(CN1C=NC2=C1C=C(C=C2C(=O)N[C@@H]2[C@H](CNCC2)C)C#CCNC2=C(C=C(C=C2)S(=O)(=O)C)OC)F 1-(2,2-difluoroethyl)-6-[3-(2-methoxy-4-methylsulfonyl-anilino)prop-1-ynyl]-N-[(3S,4S)-3-methyl-4-piperidyl]benzimidazole-4-carboxamide